CC1=NC(=NO1)C1=CC=C2C=CN=C(C2=C1)N[C@@H]1CNCC1 7-(5-methyl-1,2,4-oxadiazol-3-yl)-N-[(3S)-pyrrolidin-3-yl]isoquinolin-1-amine